(S)-2-((4-(6-((3-Fluoropyrazolo[1,5-a]pyridin-4-yl)methoxy)pyridin-2-yl)piperidine-1-yl)methyl)-1-(oxetan-2-ylmethyl)-1H-benzo[d]imidazole-6-carboxylic acid FC=1C=NN2C1C(=CC=C2)COC2=CC=CC(=N2)C2CCN(CC2)CC2=NC1=C(N2C[C@H]2OCC2)C=C(C=C1)C(=O)O